CC(=C)C(=O)OC1=CC=C(C=C1)C(C)(C)C2=CC=C(C=C2)OC(=O)C(=C)C The molecule is a bisphenol that is bisphenol A condensed with two molecules of methacrylic acid. It has a role as a metabolite. It is a bisphenol and an enoate ester. It derives from a bisphenol A and a methacrylic acid.